N-(4-cyano-3-(trifluoromethyl)phenyl)propanamide C(#N)C1=C(C=C(C=C1)NC(CC)=O)C(F)(F)F